rac-[(2R,3S)-3-methyloxolan-2-yl]methanol C[C@@H]1[C@@H](OCC1)CO |r|